NC1=CC(=C(OC2=CC=NC3=CC(=C(C=C23)O[C@H](CO)C)OC)C(=C1)F)F (S)-2-((4-(4-amino-2,6-difluorophenoxy)-7-methoxyquinolin-6-yl)oxy)propan-1-ol